3-((4-(5-chloro-3-methyl-2-(((5R)-5-methylmorpholin-2-yl)methyl)phenyl)pyrrolo[2,1-f][1,2,4]triazin-6-yl)methyl)-6,6-dimethyl-3-azabicyclo[3.1.0]hexane-2,4-dione ClC=1C=C(C(=C(C1)C1=NC=NN2C1=CC(=C2)CN2C(C1C(C1C2=O)(C)C)=O)CC2CN[C@@H](CO2)C)C